distearylglyceramide C(CCCCCCCCCCCCCCCCC)C(C(C(=O)N)O)(O)CCCCCCCCCCCCCCCCCC